2-chloro-8-methyl-8-(1-methyl-1H-pyrazol-4-yl)-7,8-dihydro-6H-cyclopenta[e]pyrazolo[1,5-a]pyrimidine-6-carboxylic acid ClC1=NN2C(N=CC3=C2C(CC3C(=O)O)(C=3C=NN(C3)C)C)=C1